ethyl 2-methyl-5-(N-methylmethylsulfonamido)thiazole-4-carboxylate CC=1SC(=C(N1)C(=O)OCC)N(S(=O)(=O)C)C